6-(trifluoromethyl)(3-pyridyl)(5-(1,2,4-oxadiazolyl)(3-pyridyl))piperazine-1-carboxamide FC(C1CNCC(N1C(=O)N)(C=1C=NC=C(C1)C1=NOC=N1)C=1C=NC=CC1)(F)F